(3aR,5S,6R,6aR)-5-((R)-2,2-dimethyl-1,3-dioxolan-4-yl)-2,2-dimethyltetrahydrofuro[2,3][1,3]dioxol-6-ol CC1(OC[C@@H](O1)[C@@H]1[C@H]([C@@H]2[C@@H](OC(O2)(C)C)O1)O)C